CN1C(=NC2=C1C=C(C(=C2)C2=CC=CN1C(=CC=C21)C(=O)C2=CC(=C(C(=C2)F)NC(\C=C\CNC2(CCOCC2)C)=O)F)C(F)(F)F)C (E)-N-(4-(8-(1,2-dimethyl-6-(trifluoromethyl)-1H-benzo[d]imidazol-5-yl)indolizine-3-carbonyl)-2,6-difluorophenyl)-4-((4-methyltetrahydro-2H-pyran-4-yl)amino)but-2-enamide